N[C@@H]1C2=C(OC13CCN(CC3)C=3C(NC(=CN3)SC3=C(C(=CC=C3)Cl)Cl)=O)C=CC=C2 (R)-3-(3-amino-3H-spiro[benzofuran-2,4'-piperidin]-1'-yl)-6-((2,3-dichlorophenyl)thio)pyrazin-2(1H)-one